6-isopropyl-5-(8-methoxy-[1,2,4]triazolo[1,5-a]pyridin-6-yl)-1-(4-(3-methoxyazetidin-1-yl)cyclohexyl)-1,3-dihydro-2H-benzo[d]imidazol-2-one C(C)(C)C=1C(=CC2=C(N(C(N2)=O)C2CCC(CC2)N2CC(C2)OC)C1)C=1C=C(C=2N(C1)N=CN2)OC